C(CCCCCCCCCCC\C=C/CCCCCCCC)(=O)O.OCC(O)CO glycerin monoerucate